1-(3,4-Dichlorophenethyl)-4-methylpiperazine dihydrochloride Cl.Cl.ClC=1C=C(CCN2CCN(CC2)C)C=CC1Cl